NC=1C=CC=C2C=CC(=NC12)O 8-amino(hydroxyl)quinoline